ClC1=CC(=C(C=C1F)[C@H](N[S@@](=O)C(C)(C)C)C1(COC1)F)F (S)-N-((S)-(4-chloro-2,5-difluorophenyl)(3-fluorooxetan-3-yl)methyl)-2-methylpropan-2-sulfinamide